NC1CC(C2=CC(=C3C=C(N=CC3=C21)C2CC2)S(NCC(C)(C)F)(=O)=O)NC(=O)C=2C=NC=CC2 N-[9-Amino-3-cyclopropyl-5-[(2-fluoro-2-methylpropyl)sulfamoyl]-8,9-dihydro-7H-cyclopenta[h]isochinolin-7-yl]pyridin-3-carboxamid